BENZOXAZEPIN O1N=CC=CC2=C1C=CC=C2